5-((4-amino-1,3,5-triazin-2-yl)amino)-6-(4-methoxyphenyl)-2,3-diphenylpyrazolo[1,5-a]pyrimidin-7(4H)-one NC1=NC(=NC=N1)NC=1NC=2N(C(C1C1=CC=C(C=C1)OC)=O)N=C(C2C2=CC=CC=C2)C2=CC=CC=C2